CC=1N=C(C2=C(N1)OC=C2C(=O)NCC2=NOC(=N2)C)NC2(CC2)C methyl-N-[(5-methyl-1,2,4-oxadiazol-3-yl)methyl]-4-[(1-methylcyclopropyl)amino]furo[2,3-d]pyrimidine-5-carboxamide